3-[6-[(3R,5S)-4-[2-(2,2-dimethoxyethoxy)ethyl]-3,5-dimethyl-piperazin-1-yl]pyrimidin-4-yl]-5-(1-methylcyclopropoxy)-1H-indazole COC(COCCN1[C@@H](CN(C[C@@H]1C)C1=CC(=NC=N1)C1=NNC2=CC=C(C=C12)OC1(CC1)C)C)OC